tert-butyl (3R,4S)-4-guanidino-3-methylpiperidine-1-carboxylate hydrochloride Cl.N(C(=N)N)[C@@H]1[C@@H](CN(CC1)C(=O)OC(C)(C)C)C